4-Bromopyrazolo[1,5-a]pyridin-6-ol BrC=1C=2N(C=C(C1)O)N=CC2